(7-aza-benzotriazol-1-yloxy)tripyrrolidinophosphonium hexafluorophosphate F[P-](F)(F)(F)(F)F.N1(N=NC2=C1N=CC=C2)O[P+](N2CCCC2)(N2CCCC2)N2CCCC2